3-(5-((2-(2,5-Difluorobenzyl)-2,9-diazaspiro[5.5]undecan-9-yl)sulfonyl)pyridin-2-yl)oxazolidin-2-one FC1=C(CN2CC3(CCC2)CCN(CC3)S(=O)(=O)C=3C=CC(=NC3)N3C(OCC3)=O)C=C(C=C1)F